The molecule is an analogue of futalosine lacking the hypoxanthine moiety. It derives from a futalosine. It is a conjugate acid of a dehypoxanthine futalosinate. C1=CC(=CC(=C1)C(=O)O)C(=O)CC[C@@H]2[C@H]([C@H](C(O2)O)O)O